tetrahydrothiopyran tin [Sn].S1CCCCC1